FC1=C(CN(C(=O)N)CC2CN(CC2)C)C=CC(=C1)F 1-(2,4-difluorobenzyl)-1-((1-methylpyrrolidin-3-yl)methyl)urea